C1(CCCC1)NC1=CC(=C(CC=2C=CC(=C(C(=O)NCCOC)C2)C)C=C1)C 5-(4-(cyclopentylamino)-2-methylbenzyl)-N-(2-methoxyethyl)-2-methylbenzamide